(((1-methyl-1H-pyrazol-4-yl)oxy)methyl)azetidine-1-carboxylic acid tert-butyl ester C(C)(C)(C)OC(=O)N1C(CC1)COC=1C=NN(C1)C